monoethylene glycol decenoate C(C=CCCCCCCC)(=O)OCCO